N-dimethoxyethyl-3-(trimethoxysilyl)propylamine COC(CNCCC[Si](OC)(OC)OC)OC